5-fluoro-2-methoxy-3-(pyrazine-2-yl)aniline Methyl-3-(3-(N-((4'-(dimethylamino)-[1,1'-biphenyl]-4-yl)methyl)cyclohexanecarboxamido)phenyl)-3-hydroxycyclobutanecarboxylate COC(=O)C1CC(C1)(O)C1=CC(=CC=C1)N(C(=O)C1CCCCC1)CC1=CC=C(C=C1)C1=CC=C(C=C1)N(C)C.FC=1C=C(C(=C(N)C1)OC)C1=NC=CN=C1